(2-((1,1,1,3,3,3-hexafluoro-2-(trifluoromethyl)propan-2-yl)oxy)ethyl)-5-methylpyrrolidin FC(C(C(F)(F)F)(C(F)(F)F)OCCN1CCCC1C)(F)F